C(C)OC1=CC=C(C=C1)C(C1=CC(=C(C(=C1)I)O)I)C1=CC(=C(C(=C1)I)O)I 4,4'-((4-ethoxyphenyl)methylene)bis(2,6-diiodophenol)